OC1=CC=C(C=C1)[C@H]1OC2=C([C@@H]1C(=O)OCCC)C=C(C=C2)\C=C\C(=O)OC propyl (2S,3S)-2-(4-hydroxyphenyl)-5-((E)-3-methoxy-3-oxoprop-1-en-1-yl)-2,3-dihydrobenzofuran-3-carboxylate